CC/C=C\\C/C=C\\C=C\\C(C/C=C\\C=C\\C(CCCCCC(=O)[O-])O)O The molecule is a docosanoid anion that is the conjugate base of resolvin T4, obtained by deprotonation of the carboxy group; major species at pH 7.3. It is a hydroxy fatty acid anion and a docosanoid anion. It is a conjugate base of a resolvin T4.